C(CCCCC)C=1C=C2C(=CC(=NC2=CC1)N(CC(=O)O)C)C=1C=NC=CC1 2-{[6-hexyl-4-(pyridin-3-yl)quinolin-2-yl](methyl)amino}acetic acid